2-methoxy-N-(7-((2-(2-methoxyethoxy)ethyl)amino)-8-methyl-3H-phenoxazin-3-ylidene)-N-(2-methoxyethyl)ethan-1-aminium COCC[N+](CCOC)=C1C=CC2=NC3=CC(=C(C=C3OC2=C1)NCCOCCOC)C